C(C=C)C(=O)OO hydroxyl allylformate